C(CC(C=CCCCCCCCCCCCCC)O)O 4-octadecene-1,3-diol